ClC1=C(C=CC=C1)S(=O)(=O)N(C1=CC(=CC=C1)CN1CCN(CC1)C(=O)C1CCCCC1)S(=O)(=O)C1=CC=C(C=C1)Cl 2-chloro-N-((4-chlorophenyl)sulfonyl)-N-(3-((4-(cyclohexanecarbonyl)piperazin-1-yl)methyl)phenyl)benzenesulfonamide